3-((6-fluoropyridin-2-yl)methyl)-5-methyl-7-((6-methylpyridin-2-yl)methyl)-3,5-dihydro-4H-pyridazino[4,5-b]indol-4-one FC1=CC=CC(=N1)CN1N=CC2=C(N(C=3C=C(C=CC23)CC2=NC(=CC=C2)C)C)C1=O